3-(5-((2-chloro-6-ethylbenzyl)oxy)-2,3-dihydrospiro[indene-1,2'-morpholin]-4'-yl)propanoic acid ClC1=C(COC=2C=C3CCC4(CN(CCO4)CCC(=O)O)C3=CC2)C(=CC=C1)CC